6-[2-[3-[4-(trifluoromethoxy)phenyl]propanoyl]-1,3,4,6-tetrahydropyrrolo[3,4-c]pyrrole-5-carbonyl]pyridine-3-sulfonamide FC(OC1=CC=C(C=C1)CCC(=O)N1CC=2CN(CC2C1)C(=O)C1=CC=C(C=N1)S(=O)(=O)N)(F)F